tert-Butyl (S)-2-(((tert-butyldiphenylsilyl)oxy)methyl)-4-oxoazepane-1-carboxylate [Si](C1=CC=CC=C1)(C1=CC=CC=C1)(C(C)(C)C)OC[C@H]1N(CCCC(C1)=O)C(=O)OC(C)(C)C